BrCCC1=CC(=CC=C1)[N+](=O)[O-] 1-(2-bromoethyl)-3-nitrobenzene